(S)-ethyl 3-(5-bromo-2-fluoro-3-(trifluoromethyl)phenyl)-3-((R)-1,1-dimethylethylsulfinamido)propanoate BrC=1C=C(C(=C(C1)[C@H](CC(=O)OCC)N[S@](=O)C(C)(C)C)F)C(F)(F)F